N-(6-(difluoromethoxy)-7-fluoro-1-(1-methylcyclobutyl)-1H-benzo[d]imidazol-2-yl)-4-fluoro-3-(fluoromethyl)-3-hydroxybutanamide FC(OC=1C=CC2=C(N(C(=N2)NC(CC(CF)(O)CF)=O)C2(CCC2)C)C1F)F